C(C1=CC=CC=C1)S(=O)(=O)OC[C@H]1CN(CCO1)C(=O)[O-] (R)-2-((toluenesulfonyl Oxy)methyl)morpholine-4-carboxylate